(2S)-N-((S)-1-cyano-2-(4-(3-methyl-2-oxo-2,3-dihydrobenzo[d]oxazol-5-yl)phenyl)ethyl)-7-hydroxy-7-methyl-1,4-oxazocane-2-carboxamide C(#N)[C@H](CC1=CC=C(C=C1)C=1C=CC2=C(N(C(O2)=O)C)C1)NC(=O)[C@H]1OCC(CCNC1)(C)O